3-trimethylammoniopropan C[N+](CCC)(C)C